OC1=C(C=CC=C1)C=1C=C2C(=NN1)NC[C@@H]1N2CCN(C1)CCC(=O)OC (S)-methyl 3-(2-(2-hydroxyphenyl)-6a,7,9,10-tetrahydro-5H-pyrazino[1',2':4,5]pyrazino[2,3-c]pyridazin-8(6H)-yl)propanoate